ClC1=CC=NC2=CC=C(C=C12)C1=C(C=C(C=C1)C(=O)N1CCOCC1)F (4-(4-chloroquinolin-6-yl)-3-fluorophenyl)(morpholino)methanone